2-Methyl-5-(1-methylethenyl)2-cyclohexen-1-ol CC=1C(CC(CC1)C(=C)C)O